C(C)(=O)NS(=O)(=O)C=1C=C(C=CC1OC(F)(F)F)N1N=C(C(C1=O)C(=O)NC1=CC(=CC=C1)C=1OC=CC1)C 1-(3-(N-acetylsulfamoyl)-4-(trifluoromethoxy)phenyl)-N-(3-(furan-2-yl)phenyl)-3-methyl-5-oxo-4,5-dihydro-1H-pyrazole-4-carboxamide